1,3-dimethyl-3,4,5,6-tetrahydro-(1H)-pyrimidinone CN1C(N(CCC1)C)=O